O=C1N(CC2=CC=CC=C12)C1=CC=C(C=C1)C(C(=O)O)CC 2-(4-(1-oxoisoindoline-2-yl)phenyl)butyric acid